4-(N-(4-methoxybenzyl)acetamido)-1-(tetrahydro-2H-pyran-2-yl)-1H-pyrazole-3-carboxylic acid ethyl ester C(C)OC(=O)C1=NN(C=C1N(C(C)=O)CC1=CC=C(C=C1)OC)C1OCCCC1